pyrrolidine, formate salt C(=O)O.N1CCCC1